OCCC1CCN(CC1)C1=CC=C(C=C1)C1C(NC(CC1)=O)=O 3-(4-(4-(2-hydroxyethyl)piperidin-1-yl)phenyl)piperidine-2,6-dione